NC1=CC(=C(C=C1)C=1C=C2C(=NN(C2=CC1)C(C1=CC=CC=C1)(C1=CC=CC=C1)C1=CC=CC=C1)NC(=O)[C@@H]1CN(CCC1)C(=O)OC(C)(C)C)Cl tert-Butyl (3S)-3-{[5-(4-amino-2-chlorophenyl)-1-trityl-1H-indazol-3-yl]carbamoyl}piperidine-1-carboxylate